4-[8-amino-5-chloro-1-(2-fluoro-4-{[4-(trifluoromethyl)pyridin-2-yl]carbamoyl}phenyl)imidazo[1,5-a]pyrazin-3-yl]-1-methylcyclohexanecarboxylic acid NC=1C=2N(C(=CN1)Cl)C(=NC2C2=C(C=C(C=C2)C(NC2=NC=CC(=C2)C(F)(F)F)=O)F)C2CCC(CC2)(C(=O)O)C